6'-((4-methoxybenzyl)oxy)-8'-methyl-2'H-spiro[cyclohexane-1,3'-imidazo[1,5-a]pyridine]-1',5'-dione COC1=CC=C(COC2=CC(=C3N(C2=O)C2(NC3=O)CCCCC2)C)C=C1